{4-[4-(2-methoxy-phenyl)-piperidin-1-yl]-2-[1-(methyl-propyl-amino)-cyclopropyl]-quinazolin-6-yl}-methyl-propyl-amine COC1=C(C=CC=C1)C1CCN(CC1)C1=NC(=NC2=CC=C(C=C12)N(CCC)C)C1(CC1)N(CCC)C